3,4-dihydro-2H-1,4-benzoxazine O1CCNC2=C1C=CC=C2